(4-(5-methyl-1H-pyrazol-1-yl)phenyl)methylamine CC1=CC=NN1C1=CC=C(C=C1)CN